7-((((S)-3-fluoro-3-methylbutan-2-yl)amino)methyl)-3,3-dimethyl-2,3-dihydrofuro[3,2-b]pyridine-5-carboxamide FC([C@H](C)NCC1=C2C(=NC(=C1)C(=O)N)C(CO2)(C)C)(C)C